2-(3-(5-(trifluoromethyl)pyrimidin-2-yl)-3,8-diazabicyclo[3.2.1]octane-8-yl)acetamide FC(C=1C=NC(=NC1)N1CC2CCC(C1)N2CC(=O)N)(F)F